5-bromo-4-iodo-2,7-dimethylbenzo[d]oxazole BrC=1C=C(C2=C(N=C(O2)C)C1I)C